4-phenylpyridine-2(1H)-one C1(=CC=CC=C1)C1=CC(NC=C1)=O